tert-butyl (S)-7-(((tert-butyldimethylsilyl) oxy) methyl)-9-oxo-6-azaspiro[3.5]nonane-6-carboxylate [Si](C)(C)(C(C)(C)C)OC[C@H]1N(CC2(CCC2)C(C1)=O)C(=O)OC(C)(C)C